3,9-didecanoxy-2,4,8,10-tetraoxa-3,9-diphosphaspiro[5.5]undecane C(CCCCCCCCC)OP1OCC2(CO1)COP(OC2)OCCCCCCCCCC